salicylic acid-d4 [2H]C1=C(C(=C(C(=C1[2H])C(=O)O)O)[2H])[2H]